CC1=NOC(=N1)CC(=O)N[C@@H](CC1=CC=C(C=C1)NS(=O)(=O)O)C=1N=C(SC1)C1=CC=CC=C1 (S)-4-{2-[2-(3-methyl-1,2,4-oxadiazol-5-yl)acetylamino]-2-(2-phenylthiazol-4-yl)ethyl}phenylaminosulfonic acid